O1C(=CC2=C1C=CC=C2)C2=CC=C(C=C2)N(C2=CC=C(C=C2)C2=CC1=CC=CC=C1C=C2)C2=CC=C(C=C2)C=2SC1=C(N2)C=CC=C1 (4-benzofuran-2-yl-phenyl)-(4-benzothiazol-2-yl-phenyl)-(4-naphthalen-2-yl-phenyl)-amine